1-Butyl-N,N-dimethyl-5-(4-(5-(trifluoromethyl)-1,2,4-oxadiazol-3-yl)pyridin-2-yl)-1H-pyrrolo[2,3-c]pyridine-2-carboxamide C(CCC)N1C(=CC=2C1=CN=C(C2)C2=NC=CC(=C2)C2=NOC(=N2)C(F)(F)F)C(=O)N(C)C